2,2,2-Trifluoro-1-(5-fluoro-3-methoxy-2-pyridyl)ethanol FC(C(O)C1=NC=C(C=C1OC)F)(F)F